NC=1C=C(C=C(C1)C(F)(F)F)[C@@H](C)NC=1C=2C=C(C=NC2C(=NC1)C)N1CCN(CC1)CC (R)-N-(1-(3-amino-5-(trifluoromethyl)phenyl)ethyl)-3-(4-ethylpiperazin-1-yl)-8-methyl-1,7-naphthyridin-5-amine